ClC=1C=CC=2N(C1)C(=CN2)C2=NC=CC(=N2)N2CC1C(C1(CC2)C)(F)F 6-chloro-3-[4-(7,7-difluoro-6-methyl-3-aza-bicyclo[4.1.0]hept-3-yl)-pyrimidin-2-yl]-imidazo[1,2-a]pyridine